(2Z)-2-amino-2-(2-oxo-3-phenyl-pyrrolidin-1-yl)imino-acetic acid ethyl ester C(C)OC(/C(=N/N1C(C(CC1)C1=CC=CC=C1)=O)/N)=O